[Si](C)(C)(C(C)(C)C)OCCN1CC(CCCC1)NC1=C(C=CC=C1)[N+](=O)[O-] 1-{2-[(tert-butyldimethylsilyl)oxy]ethyl}-N-(2-nitrophenyl)azepan-3-amine